N1=CC=CC2=C(C=CC=C12)C1(CC1)C1=C(C(=O)N)C=CC=C1 (1-(quinolin-5-yl)cyclopropyl)benzamide